BrC1=C(C=CC=C1)C1=C(N)C(=CC=C1)Cl 2-(2-bromophenyl)-6-chloroaniline